N-(3-(5-((1R,2R)-2-cyanocyclopropyl)-2-(difluoromethoxy)phenyl)-1-(2-(dimethylamino)-2-oxoethyl)-1H-pyrazol-4-yl)pyrazolo[1,5-a]Pyrimidine-3-carboxamide C(#N)[C@H]1[C@@H](C1)C=1C=CC(=C(C1)C1=NN(C=C1NC(=O)C=1C=NN2C1N=CC=C2)CC(=O)N(C)C)OC(F)F